1-[4-methyl-3-(trifluoromethyl)-1H-pyrazol-5-yl]Ethanol CC=1C(=NNC1C(C)O)C(F)(F)F